N1C=CC2=CC(=CC=C12)C1=CC=CC=2N1N=CC2C(=O)N2CCCCC2 (7-(1H-indol-5-yl)pyrazolo[1,5-a]pyridin-3-yl)(piperidin-1-yl)methanone